(1S,3R,5R)-N-(4-chloro-3-cyclobutylphenyl)-1-(5-methyl-1,3,4-oxadiazol-2-yl)-3-(trifluoromethyl)-6-azabicyclo[3.1.1]heptane-6-carboxamide ClC1=C(C=C(C=C1)NC(=O)N1[C@@H]2C[C@H](C[C@]1(C2)C=2OC(=NN2)C)C(F)(F)F)C2CCC2